C(CCCCC)OC[C@@H](COCCCCCCCC\C=C/C\C=C/CCCCC)N(C)C (2S)-1-(hexyloxy)-N,N-dimethyl-3-[(9Z,12Z)-octadec-9,12-dien-1-yloxy]propan-2-amine